10-ethoxy-8-(morpholinomethyl)-2,3,4,6-tetrahydrobenzo[h][1,6]naphthyridin-5(1H)-one dihydrochloride dihydrate O.O.Cl.Cl.C(C)OC1=CC(=CC=2NC(C=3CCCNC3C21)=O)CN2CCOCC2